2,7-bis[N,N-bis(4-methoxyphenyl)amino]9,9-spirobifluorene COC1=CC=C(C=C1)N(C1=CC=C(C=C1)OC)C1=CC=2C3(C4=CC(=CC=C4C2C=C1)N(C1=CC=C(C=C1)OC)C1=CC=C(C=C1)OC)C1=CC=CC=C1C=1C=CC=CC13